3-cyclohexyl-3-(1-hydroxy-1,3-dihydrobenzo[c][1,2]oxaborol-5-yl)-7-(tri-fluoromethyl)indolin-2-one C1(CCCCC1)C1(C(NC2=C(C=CC=C12)C(F)(F)F)=O)C1=CC2=C(B(OC2)O)C=C1